ClC1=C(C=CC=C1Cl)C1=NNC=2C1=NC=C(C2)N2CCC(CC2)(N)C 1-(3-(2,3-dichlorophenyl)-1H-pyrazolo[4,3-b]pyridin-6-yl)-4-methylpiperidine-4-amine